2-bromo-4-hydroxy-3,5,6-trimethylbenzoic acid BrC1=C(C(=O)O)C(=C(C(=C1C)O)C)C